C1(=CC=CC=C1)C1=NC(=NC(=N1)C1=CC=CC=C1)N1C=2C=CC(=CC2C2=C1C(N(C1=CC=CC=C21)C2=CC=CC=C2)=O)C=2C=CC=1N(C3=CC=CC=C3C1C2)C2=CC=CC=C2 7-(4,6-Diphenyl-1,3,5-triazin-2-yl)-5-phenyl-10-(9-phenylcarbazol-3-yl)indolo[2,3-c]quinolin-6-on